FC(C1=CC(=NC=C1)C(=O)NC=1C=NC(=C(C1)C=1C=NC2=CC(=NC=C2C1)NC)C)F 4-(Difluoromethyl)-N-(6-methyl-5-(7-(methylamino)-1,6-naphthyridin-3-yl)pyridin-3-yl)picolinamide